1-(2-(1H-indol-3-yl)ethyl)-7-ethoxy-6-(methoxy-d3)-3,4-dihydroisoquinoline-2(1H)-formaldehyde N1C=C(C2=CC=CC=C12)CCC1N(CCC2=CC(=C(C=C12)OCC)OC([2H])([2H])[2H])C=O